1-phenyl-3-(2,4-dichlorophenyl)-1-propyne C1(=CC=CC=C1)C#CCC1=C(C=C(C=C1)Cl)Cl